3-{Hydroxy-[5-(N-hydroxycarbamimidoyl)-pyridin-3-yl]-[4-(1,2,2,2-tetrafluoro-1-trifluoromethyl-ethyl)-phenyl]-methyl}-3-methyl-azetidine-1-carboxylic acid tert-butyl ester C(C)(C)(C)OC(=O)N1CC(C1)(C)C(C1=CC=C(C=C1)C(C(F)(F)F)(C(F)(F)F)F)(C=1C=NC=C(C1)C(NO)=N)O